CC1=NCC(C(N1)C(=O)O)O 2-methyl-4-carboxy-5-hydroxy-3,4,5,6-tetrahydropyrimidine